C(C)(C)OC(OC(C)C)[SiH2]C1=CC=C(C=C1)C(=C)C diisopropoxymethyl-(4-isopropenylphenyl)silane